2-acryloyloxyacetate C(C=C)(=O)OCC(=O)[O-]